bis[2-hydroxy-3-(3,5-dimethyl-4-hydroxybenzyl)-5-hydroxybenzyl]methane OC1=C(CCCC2=C(C(=CC(=C2)O)CC2=CC(=C(C(=C2)C)O)C)O)C=C(C=C1CC1=CC(=C(C(=C1)C)O)C)O